NC1=C(C=C(C=N1)NC(C(=O)N1CC(CCC1)[C@H]1N(C[C@@H](CC1)C)C(=O)NC)=O)C (2S,5R)-2-[1-[2-[(6-amino-5-methyl-3-pyridyl)amino]-2-oxo-acetyl]-3-piperidyl]-N,5-dimethyl-piperidine-1-carboxamide